CN1C(=NC2=C1C=C(C=C2C)C2=CC=C(C=C2)CN2CC1(C2)CN(C1)C)C1=CC=C(C=C1)S(=O)(=O)C 1,4-Dimethyl-6-(4-((6-methyl-2,6-diazaspiro[3.3]heptan-2-yl)methyl)phenyl)-2-(4-(methylsulfonyl)phenyl)-1H-benzo[d]imidazol